N[C@H](CC(=O)O)CC=1C=NC=CC1 (S)-3-amino-4-(3-pyridyl)-butyric acid